FC1=CC=C(C=C1)CC(=O)NC1=CC=C(C=C1)COC(=O)N[C@H](C(=O)OCC#N)C(C)O cyanomethyl (2S)-2-[[4-[[2-(4-fluorophenyl)acetyl]amino]phenyl]methoxycarbonylamino]-3-hydroxybutanoate